2-(3,5-difluorophenyl)-2-(piperidin-4-ylidene)acetonitrile hydrochloride salt Cl.FC=1C=C(C=C(C1)F)C(C#N)=C1CCNCC1